FC=1C=C(C#N)C=C(C1)OC1=C2C=3[C@@](C(C(C3C=C1)(F)F)(F)F)([C@H](C2=O)F)O 3-fluoro-5-(((2aS,3R)-1,1,2,2,3-pentafluoro-2a-hydroxy-4-oxo-2,2a,3,4-tetrahydro-1H-cyclopenta[cd]inden-5-yl)oxy)benzonitrile